1-(2-((2-methoxy-6-methyl-5,6,7,8-tetrahydro-1,6-naphthyridin-3-yl)amino)quinazolin-8-yl)pyrrolidin-2-one COC1=NC=2CCN(CC2C=C1NC1=NC2=C(C=CC=C2C=N1)N1C(CCC1)=O)C